7-((trans)-4-((R)-3-(dimethylamino)piperidin-1-yl)cyclohexyl)-5-(4-phenoxyphenyl)-7H-pyrrolo[2,3-d]pyrimidin-4-amine CN([C@H]1CN(CCC1)[C@@H]1CC[C@H](CC1)N1C=C(C2=C1N=CN=C2N)C2=CC=C(C=C2)OC2=CC=CC=C2)C